N[C@H](C(=O)N[C@@H]1C[C@@](NCC1)(C(=O)O)CCCCB(O)O)C(C)(C)C (2R,4S)-4-[[(2S)-2-amino-3,3-dimethyl-butyryl]amino]-2-(4-dihydroxyboryl-butyl)piperidine-2-carboxylic acid